{5-[4-(2,5-dichloro-benzenesulfonyl)-[1,4]diazepan-1-yl]-4-methyl-benzofuran-2-yl}-morpholin-4-yl-methanone ClC1=C(C=C(C=C1)Cl)S(=O)(=O)N1CCN(CCC1)C=1C=CC2=C(C=C(O2)C(=O)N2CCOCC2)C1C